C1(CC1)COC=1C(=NC(=CC1)S(=O)(=O)C)C1=CN(C(C2=CC=CC=C12)=O)C 4-[3-(cyclopropylmethoxy)-6-methylsulfonylpyridin-2-yl]-2-methylisoquinolin-1-one